N1N=CC=C1C1N(CCC1)C1CCN(CC1)C1CC2(C1)CN(CC2)C(=O)OCC ethyl 2-{4-[2-(1H-pyrazol-5-yl)pyrrolidin-1-yl]piperidin-1-yl}-6-azaspiro[3.4]octane-6-carboxylate